N-(2-methyl-5-(4-(4-(pyridin-2-yloxy)phenyl)piperidine-1-carbonyl)phenyl)-1-phenylmethane-sulfonamide CC1=C(C=C(C=C1)C(=O)N1CCC(CC1)C1=CC=C(C=C1)OC1=NC=CC=C1)NS(=O)(=O)CC1=CC=CC=C1